2-(5-chloro-2-fluorophenyl)[(4-pyridinyl)amino]pteridine ClC=1C=CC(=C(C1)C1=NC2=NC=CN=C2C(=N1)NC1=CC=NC=C1)F